(4-Cyano-5-fluoropyridin-2-yl)-1-(2-methoxypyrimidin-5-yl)-1-((5-(trifluoromethyl)-1H-pyrazol-3-yl)methyl)urea C(#N)C1=CC(=NC=C1F)NC(N(CC1=NNC(=C1)C(F)(F)F)C=1C=NC(=NC1)OC)=O